2-((3ar,4r,5ar,6s,8ar)-2,2-dimethyl-4-(4-methyl-7H-pyrrolo[2,3-d]pyrimidin-7-yl)hexahydrocyclopenta[2,3]furo[3,4-d][1,3]dioxol-6-yl)isoindoline-1,3-dione CC1(O[C@@H]2[C@]3(O1)[C@H](O[C@H]2N2C=CC1=C2N=CN=C1C)[C@H](CC3)N3C(C1=CC=CC=C1C3=O)=O)C